(6-((2-((2-methoxy-5-(1-methyl-1H-pyrazol-4-yl)-4-(7-oxa-2-azaspiro[3.5]nonane-2-yl)phenyl)amino)-7H-pyrrolo[2,3-d]pyrimidin-4-yl)amino)quinoxalin-5-yl)dimethylphosphine oxide COC1=C(C=C(C(=C1)N1CC2(C1)CCOCC2)C=2C=NN(C2)C)NC=2N=C(C1=C(N2)NC=C1)NC=1C(=C2N=CC=NC2=CC1)P(C)(C)=O